C(C)(C)(C)OC(CCCCCCCCCCCCCCC(=O)O)=O hexadecanedioic acid monotert-butyl ester